tert-butyl (3-chloro-6-fluoro-4-(4-(hydroxymethyl)-3-(trifluoromethyl)-1H-pyrazol-1-yl)-9H-pyrido[2,3-b]indol-8-yl)(ethyl)carbamate ClC1=C(C2=C(NC3=C(C=C(C=C23)F)N(C(OC(C)(C)C)=O)CC)N=C1)N1N=C(C(=C1)CO)C(F)(F)F